CC(C)N1[C@H]2CC(C[C@@H]1CC2)O (1R,3R,5S)-8-(propan-2-yl)-8-azabicyclo[3.2.1]octan-3-ol